C(C)(=O)NCC1CCN(CC1)CC1=CC(=NC(=C1)C1=CC(=C(C(=C1)F)F)Cl)OC=1C=NC(=NC1)N1CCN(CC1)CCC(=O)N 3-(4-(5-((4-((4-(acetamidomethyl)piperidin-1-yl)methyl)-6-(3-chloro-4,5-difluorophenyl)pyridin-2-yl)oxy)pyrimidin-2-yl)piperazin-1-yl)propanamide